C1(CC1)CN1C(=CC=2C=CC3=C(NCCS3)C21)C2=NC1=C(N2C)C(=CC(=C1)C(=O)O)F 2-[9-(cyclopropylmethyl)-2,3-dihydro-1H-pyrrolo[2,3-f][1,4]benzothiazin-8-yl]-7-fluoro-1-methyl-benzimidazole-5-carboxylic acid